NC=1SC(=NN1)SC 2-amino-5-(methylsulfanyl)-1,3,4-thiadiazole